3,5-dichlorophenyl-hydrazine hydrochloride Cl.ClC=1C=C(C=C(C1)Cl)NN